(S)-quinuclidin-3-yl (5'-(4-(trifluoromethyl)phenyl)-1',3'-dihydrospiro[cyclopropane-1,2'-inden]-1'-yl)carbamate FC(C1=CC=C(C=C1)C=1C=C2CC3(C(C2=CC1)NC(O[C@@H]1CN2CCC1CC2)=O)CC3)(F)F